N-(5-((2-(2,2-dimethylpyrrolidin-1-yl)ethyl)carbamoyl)-2-methylpyridin-3-yl)-6-(1-(oxetan-3-yl)-1H-pyrazol-3-yl)-[1,2,3]triazolo[1,5-a]pyridine-3-carboxamide CC1(N(CCC1)CCNC(=O)C=1C=C(C(=NC1)C)NC(=O)C=1N=NN2C1C=CC(=C2)C2=NN(C=C2)C2COC2)C